(2S)-3-methyl-2-{methyl-[(5R)-3-(prop-2-enoyl)-1-oxa-3,7-diazaspiro[4.4]nonan-7-yl]carbonylamino}butanoic acid CC([C@@H](C(=O)O)N(C(=O)N1C[C@]2(CN(CO2)C(C=C)=O)CC1)C)C